NC(CCCCCCCCCO)CC 10-amino-[1-dodecanol]